C(C1=CC=CC=C1)OC1(CC1)C(CC1=CC=C(C=C1)F)=O 1-(1-benzyloxycyclopropyl)-2-(4-fluorophenyl)ethanone